[Cl-].C(C1=CC=CC=C1)[N+](C)(C)CC1=CC=CC=C1 di(benzyl)dimethyl-ammonium chloride